C(CCCCCCC\C=C/C\C=C/CCCCC)(=O)OC(CC)C(CCC)C 4-methylheptan-3-yl (9Z,12Z)-octadeca-9,12-dienoate